N[C@H]1[C@@H](CN(C1)C=1C=C2[C@H](CN(CC2=CC1)C1=C2C(=NC=C1)N(N=C2)C)C)O Trans-4-amino-1-[(4R)-4-methyl-2-(1-methylpyrazolo[3,4-b]pyridin-4-yl)-3,4-dihydro-1H-isoquinolin-6-yl]pyrrolidin-3-ol